COCCNC1=CC=2C(N=C1)=NNC2 5-[(2-methoxyethyl)amino]-2H-pyrazolo[3,4-b]pyridin